3-(2-prop-2-ynoxyethoxy)propyl cyanate C(C#C)OCCOCCCOC#N